(E)-3-((1-(4-aminobut-2-en-1-yl)-5-carbamoyl-2-(1-ethyl-3-methyl-1H-pyrazole-5-carboxamido)-1H-benzo[d]imidazol-7-yl)oxy)propyl 1-ethyl-3-methyl-1H-pyrazole-5-carboxylate C(C)N1N=C(C=C1C(=O)OCCCOC1=CC(=CC2=C1N(C(=N2)NC(=O)C2=CC(=NN2CC)C)C\C=C\CN)C(N)=O)C